CNCC1=CC=C(C=C1)F N-Methyl[(p-fluorophenyl)meth-yl]amine